N-tert-Butoxycarbonyl-N-[5-[(2-chloro-3-fluoro-5-nitro-benzoyl)amino]-2,4-difluoro-phenyl]carbamic acid tert-butyl ester C(C)(C)(C)OC(N(C1=C(C=C(C(=C1)NC(C1=C(C(=CC(=C1)[N+](=O)[O-])F)Cl)=O)F)F)C(=O)OC(C)(C)C)=O